(R)-2-methyl-N-(1-(4-methylpiperidin-4-yl)ethyl)propane-2-sulfinamide CC(C)(C)[S@@](=O)NC(C)C1(CCNCC1)C